Octadecanoic acid (S)-1-(tert-butylamino-methyl)-2-(4-morpholin-4-yl-[1,2,5]thiadiazol-3-yloxy)-ethyl ester maleate C(\C=C/C(=O)O)(=O)O.C(C)(C)(C)NC[C@@H](COC1=NSN=C1N1CCOCC1)OC(CCCCCCCCCCCCCCCCC)=O